C(C)(C)C1=C(C=C(C2CC[C-](C2=C1)C)C)C.[Li+] lithium 7-iso-propyl-1,4,6-trimethyl-dihydroazulenide